OC[C@H]1N(CCC1)CC1=CC=C(C(=O)NC2=CC3=C(N(C4=CC=CC=C34)C)C(=N2)C2=CC=C(C=C2)OC)C=C1 (S)-4-((2-(hydroxymethyl)pyrrolidin-1-yl)methyl)-N-(1-(4-methoxyphenyl)-9-methyl-9H-pyrido[3,4-b]indol-3-yl)benzamide